(N,N-dibenzylamino)propyltriethoxysilane iron bisglutamate N[C@@H](CCC(=O)[O-])C(=O)[O-].N[C@@H](CCC(=O)[O-])C(=O)[O-].[Fe+4].C(C1=CC=CC=C1)N(CC1=CC=CC=C1)CCC[Si](OCC)(OCC)OCC